(5-phenyl-4-(phenylseleno)-2,5-dihydrofuran-3-yl) methylbutanoate CC(C(=O)OC=1COC(C1[Se]C1=CC=CC=C1)C1=CC=CC=C1)CC